C(#N)C1(CC1)C1=CC=C(N=N1)SC#N [6-(1-cyanocyclopropyl)pyridazin-3-yl] thiocyanate